CC1C(C=C(O1)C1=CC=CC=C1)=O 5-methyl-4-oxo-2-phenyl-4,5-dihydrofuran